N1CCC(CC1)C1CCN(CC1)C1=CC=C(C=C1)C1C(NC(CC1)=O)=O 3-[4-[4-(4-piperidyl)-1-piperidyl]phenyl]-piperidine-2,6-dione